diphenyl-bis(3,5-di-tert-butyl-4-hydroxyphenoxy)silane C1(=CC=CC=C1)[Si](OC1=CC(=C(C(=C1)C(C)(C)C)O)C(C)(C)C)(OC1=CC(=C(C(=C1)C(C)(C)C)O)C(C)(C)C)C1=CC=CC=C1